2-(3-fluoro-4-(trifluoromethyl)phenyl)-4,4,5,5-tetramethyl-1,3,2-dioxaborolane FC=1C=C(C=CC1C(F)(F)F)B1OC(C(O1)(C)C)(C)C